3,5-Dichloro-4-fluorophenyl 3-deoxy-3-[4-(3,4,5-trifluorophenyl)-1H-1,2,3-triazol-1-yl]-1-thio-α-D-galactopyranoside FC=1C=C(C=C(C1F)F)C=1N=NN(C1)[C@@H]1[C@H]([C@@H](SC2=CC(=C(C(=C2)Cl)F)Cl)O[C@@H]([C@@H]1O)CO)O